O=C1NC(CCC1C1=CC(=C(C=C1OC)N1CCN(CC1)CCC1CCN(CC1)NC(OCCCC)=O)F)=O butyl (4-(2-(4-(4-(2,6-dioxopiperidin-3-yl)-2-fluoro-5-methoxyphenyl)piperazin-1-yl)ethyl)piperidin-1-yl)carbamate